(5-chloro-4-methyl-2-oxo-1H-1,6-naphthyridin-3-yl)difluoroacetic acid ClC1=C2C(=C(C(NC2=CC=N1)=O)C(C(=O)O)(F)F)C